N-(5-bromo-2-hydroxypyridin-3-yl)-6-methylpyrimidine-4-carboxamide BrC=1C=C(C(=NC1)O)NC(=O)C1=NC=NC(=C1)C